(S)-6-((5-bromo-3-(1-(tert-butoxycarbonyl)piperidin-3-yl)-6-fluoro-2-oxo-2,3-dihydro-1H-benzo[d]imidazol-1-yl)methyl)nicotinic acid methyl ester COC(C1=CN=C(C=C1)CN1C(N(C2=C1C=C(C(=C2)Br)F)[C@@H]2CN(CCC2)C(=O)OC(C)(C)C)=O)=O